CC=1OC=C(N1)CN (2-methyloxazol-4-yl)methanamine